N1=C(C=C2N1CCCCN(C2)C(=O)OC(C)(C)C)C(=O)OC 5-(tert-butyl) 2-methyl 6,7,8,9-tetrahydropyrazolo[1,5-a][1,4]diazocine-2,5(4H)-dicarboxylate